FC(C1=CC(=NC=C1)C12CCC(CC1)O2)(F)F (4-(trifluoromethyl)pyridin-2-yl)-7-oxabicyclo[2.2.1]heptane